C[C@@H]1O[C@@H](CN(C1)C1=CC(=C(C=C1C=1C=NN(C1)C)NC=1N=C(C2=C(N1)NC=C2)NC=2C(=C1N=CC=NC1=CC2)P(C)(C)=O)OC)C (6-((2-((4-((2s,6R)-2,6-dimethyl-morpholino)-2-methoxy-5-(1-methyl-1H-pyrazol-4-yl)phenyl)amino)-7H-pyrrolo[2,3-d]pyrimidin-4-yl)amino)quinoxalin-5-yl)dimethyl-phosphine oxide